CC1(OB(OC1(C)C)C1=CC=C2C=C(NC2=C1)CCC(=O)N)C ((6-(4,4,5,5-tetramethyl-1,3,2-dioxaborolan-2-yl)-1H-indol-2-yl)methyl)acetamide